N-((3-(4-(benzo[d][1,3]dioxol-4-ylmethyl)piperazine-1-carbonyl)pyrazolo[1,5-a]pyridin-5-yl)methyl)benzamide O1COC2=C1C=CC=C2CN2CCN(CC2)C(=O)C=2C=NN1C2C=C(C=C1)CNC(C1=CC=CC=C1)=O